CC(C)C(CCCC)C 2,3-dimethylheptane